CC(CCNC1=NNC(C(=C1)C(F)(F)F)=O)(C(N1CCN(CC1)C1=NC=C(C=N1)C(F)(F)F)=O)C 3-[[3,3-dimethyl-4-oxo-4-[4-[5-(trifluoromethyl)pyrimidin-2-yl]piperazin-1-yl]butyl]amino]-5-(trifluoromethyl)-1H-pyridazin-6-one